ClC=1C=C(SC1)C1=C(C=C2C(=NC(N3C2=C1SC[C@H](C3)C=3C=NC=C(C3)F)=O)N3C[C@@H](N[C@@H](C3)C)C)C(F)(F)F (S)-11-(4-chlorothien-2-yl)-8-((3S,5r)-3,5-dimethylpiperazin-1-yl)-3-(5-fluoropyridin-3-yl)-10-(trifluoromethyl)-3,4-dihydro-2h,6h-[1,4]thiazepino[2,3,4-ij]quinazolin-6-one